N-[6-(1H-Indazol-6-yl)-2-methoxy-3-pyridyl]-5-methyl-3-phenyl-isoxazole-4-carboxamide N1N=CC2=CC=C(C=C12)C1=CC=C(C(=N1)OC)NC(=O)C=1C(=NOC1C)C1=CC=CC=C1